Dimethyl 2-((4-Methylthiazol-2-yl)Methylene)Succinate CC=1N=C(SC1)C=C(C(=O)OC)CC(=O)OC